NC1=C(C=CC=C1N)B1OC(C)(C)C(C)(C)O1 2,3-diaminophenylboronic acid pinacol ester